C(C1=CC=CC=C1)OC[C@@H](CN(CC(=O)O)C(=O)OC(C)(C)C)O (R)-2-((3-(benzyloxy)-2-hydroxypropyl)(tert-butoxycarbonyl)amino)acetic acid